tert-butyl (2S,6S)-4-[3-[5-(difluoromethyl)-1,3,4-thiadiazol-2-yl]-6-[(1-methylcyclopropyl)sulfamoyl]imidazo[1,5-a]pyridin-8-yl]-2,6-dimethyl-piperazine-1-carboxylate FC(C1=NN=C(S1)C1=NC=C2N1C=C(C=C2N2C[C@@H](N([C@H](C2)C)C(=O)OC(C)(C)C)C)S(NC2(CC2)C)(=O)=O)F